4,4'-(isopropylidene)diphthalic anhydride CC(C)(C1=CC2=C(C=C1)C(=O)OC2=O)C3=CC4=C(C=C3)C(=O)OC4=O